4-amino-1-((2R,3R,4S,5S)-3,5-difluoro-4-hydroxy-5-(hydroxymethyl)-3-methyltetrahydrofuran-2-yl)pyrimidin-2(1H)-one NC1=NC(N(C=C1)[C@@H]1O[C@@]([C@H]([C@@]1(C)F)O)(CO)F)=O